C(C#C)OC1OC(OCC1)=O 4-(2-propynyloxy)-1,3-dioxan-2-one